9,9-Bis[4-(2-acryloyloxyhexyloxy)phenyl]fluorene C(C=C)(=O)OC(COC1=CC=C(C=C1)C1(C2=CC=CC=C2C=2C=CC=CC12)C1=CC=C(C=C1)OCC(CCCC)OC(C=C)=O)CCCC